C(C1=CC=CC=C1)N(C)CC1=CC(=NC(=N1)NC1=CC=C(C=C1)OC)N 6-((Benzyl(methyl)amino)methyl)-N2-(4-methoxyphenyl)pyrimidine-2,4-diamine